tert-Butyl (3-(3,5-bis(chloromethyl)phenoxy)propoxy)carbamate ClCC=1C=C(OCCCONC(OC(C)(C)C)=O)C=C(C1)CCl